4,4,5,5-tetramethyl-2-(naphthalene-1-ylmethyl)-1,3,2-dioxaborolane CC1(OB(OC1(C)C)CC1=CC=CC2=CC=CC=C12)C